4-butoxybenzylidene malonate C1(CC(=O)OC(C2=CC=C(C=C2)OCCCC)O1)=O